C(C)OCCC1C(C1C=1C(CCC1C)=O)(C)C 2-(3-(2-ethoxyethyl)-2,2-dimethylcyclopropyl)-3-methylcyclopent-2-en-1-one